(S)-2-acetamido-3-methylbutanoic acid C(C)(=O)N[C@H](C(=O)O)C(C)C